CC=1OC(=CN1)C1=CC(=C2C=CC=NC2=C1)C1(CC1)NC(C1=CC=CC=C1)=O N-(1-(7-(2-methyloxazol-5-yl)quinolin-5-yl)cyclopropyl)benzamide